1,3,5-triazine-2,4,6-trithiol methyl-2,6-difluoronicotinate CC=1C(=NC(=C(C(=O)O)C1)F)F.N1=C(N=C(N=C1S)S)S